1-Pyridin-3-yl-1H-[1,2,3]triazole-4-carboxylic acid {2-[4-(5-cyano-2-methyl-phenoxy)-piperidin-1-yl]-2-oxo-ethyl}-amide C(#N)C=1C=CC(=C(OC2CCN(CC2)C(CNC(=O)C=2N=NN(C2)C=2C=NC=CC2)=O)C1)C